(3R)-4-(4-((2,6-dioxopiperidin-3-yl)carbamoyl)-3-fluorophenyl)-3-methylpiperazine O=C1NC(CCC1NC(=O)C1=C(C=C(C=C1)N1[C@@H](CNCC1)C)F)=O